(1-(4-methoxyphenyl)-1H-benzo[d]imidazol-5-yl)(piperidin-1-yl)methanone COC1=CC=C(C=C1)N1C=NC2=C1C=CC(=C2)C(=O)N2CCCCC2